C(C)(C)C1=C(C(=CC=C1)C(C)C)N1CN2C(C=CC3=CC=CC(=C23)N(C)C)C1=[Ag-2]Cl 2-(2,6-Diisopropylphenyl)-9-(dimethylamino)imidazo[1,5-a]quinolin-3-ylidenesilver(I) chloride